t-butyl (S)-(3-(4-amino-1-(7-amino-5-(4-(trifluoromethyl)phenyl)-1,2,3,4-tetrahydroisoquinoline-2-carboxamido)-4-oxobutyl)phenyl)carbamate NC(CC[C@H](NC(=O)N1CC2=CC(=CC(=C2CC1)C1=CC=C(C=C1)C(F)(F)F)N)C=1C=C(C=CC1)NC(OC(C)(C)C)=O)=O